C1=NC2=C(N1)C(=NC=N2)NCC(=O)N The molecule is a nucleobase analogue that is adenine in which one of the exocyclic amino hydrogens is replaced by a carbamoylmethyl group. It has a role as a Mycoplasma genitalium metabolite. It is a member of 6-aminopurines, an amino acid amide, a glycine derivative, a nucleobase analogue and a monocarboxylic acid amide. It derives from an adenine.